N4-cyclopropyl-5-fluoro-N6-[(6-methylsulfonyl-3-pyridyl)methyl]-N4-[[6-(trifluoromethyl)-3-pyridyl]methyl]pyrimidine-4,6-diamine C1(CC1)N(C1=NC=NC(=C1F)NCC=1C=NC(=CC1)S(=O)(=O)C)CC=1C=NC(=CC1)C(F)(F)F